BrC1=C(C=C(C=C1)C(F)F)F bromo-4-(difluoromethyl)-2-fluorobenzene